(E)-5-methyl-4-(4-chlorobenzylidene)-2-phenyl-2,4-dihydro-3H-pyrazol-3-one CC=1\C(\C(N(N1)C1=CC=CC=C1)=O)=C/C1=CC=C(C=C1)Cl